CSC=1N=CC2=C(N1)C=CN=C2N (methylthio)pyrido[4,3-d]pyrimidin-5-amine